NC=1C2=C(N=CN1)N(C(=C2C2=CC=C(C=C2)OC2=NC=CC=N2)C#CC2CCN(CC2)C(C=C)=O)C(C)C 1-(4-((4-amino-7-isopropyl-5-(4-(pyrimidin-2-yloxy)-phenyl)-7H-pyrrolo[2,3-d]pyrimidin-6-yl)ethynyl)piperidin-1-yl)prop-2-en-1-one